Br.BrCC=1N=C2C(=NC(=NC2=NC1)N)N 6-(bromomethyl)-2,4-pteridinediamine hydrobromide